BrC1=CC=C(C=C1)C12C(C3=C(C=NC=C3OC)O1)(C(C(C2C2=CC=CC=C2)C(=O)N(C)CC)O)O 7a-(4-bromophenyl)-N-ethyl-4b,5-dihydroxy-4-methoxy-N-methyl-7-phenyl-4b,6,7,7a-tetrahydro-5H-cyclopenta[4,5]furo[2,3-c]pyridine-6-carboxamide